Cl.NC1=C2CN(C(C2=CC=C1)=O)C1C(N(C(CC1)=O)CC(C)C)=O 3-(4-amino-1-oxoisoindolin-2-yl)-1-isobutylpiperidine-2,6-dione hydrochloride